OCNC(CCCCCCCCCCCCCCCCC)=O N-(Hydroxymethyl)octadecanamid